C(#N)\C=C/C(=O)N(NC([C@H](CC(C)C)NC(=O)C=1NC2=CC=CC(=C2C1)OC)=O)C[C@H]1C(NCC1)=O N-((S)-1-(2-((Z)-3-Cyanoacryloyl)-2-(((S)-2-oxopyrrolidin-3-yl)methyl)hydrazineyl)-4-methyl-1-oxopentan-2-yl)-4-methoxy-1H-indole-2-carboxamide